CN1N=CC(=C1)C1=CC(=C2C=NC=NC2=C1)C=1C=CC(=NC1)N1CCN(CC1)C(=O)C1=CC=CC=C1 (4-(5-(7-(1-Methyl-1H-pyrazol-4-yl)quinazolin-5-yl)pyridin-2-yl)piperazin-1-yl)(phenyl)methanone